COCCOC1=CC2=C(N=C(S2)C23CC(C2)(C3)NC(=O)C=3OC(=CC3)C3(CC3)S(=O)(=O)C)C=C1 N-[3-[6-(2-methoxyethoxy)-1,3-benzothiazol-2-yl]-1-bicyclo[1.1.1]pentanyl]-5-(1-methylsulfonylcyclopropyl)furan-2-carboxamide